COC(=O)C=1C=C(C=CC1)N1[C@H]2CN(C[C@@H]1CC2)C(=O)OC(C)(C)C tert-butyl (1R,5S)-8-(3-methoxycarbonylphenyl)-3,8-diazabicyclo[3.2.1]octane-3-carboxylate